Tert-butyl ((1S,3R,5S)-3-(2-(2-azidoethoxy)ethoxy)adamantan-1-yl)(2-((S)-2-cyanopyrrolidin-1-yl)-2-oxoethyl)carbamate N(=[N+]=[N-])CCOCCOC12CC3(CC(C[C@H](C1)C3)C2)N(C(OC(C)(C)C)=O)CC(=O)N2[C@@H](CCC2)C#N